1-(1-(6-fluoro-4-oxo-3,4-dihydrophthalazin-1-yl)ethyl)-1-methylurea FC=1C=C2C(NN=C(C2=CC1)C(C)N(C(=O)N)C)=O